10-hydroxy-docosapentaenoic acid OC(C=CC=CC=CC=CC(=O)O)=CCCCCCCCCCCC